triacontyl behenate C(CCCCCCCCCCCCCCCCCCCCC)(=O)OCCCCCCCCCCCCCCCCCCCCCCCCCCCCCC